3-Hydroxy-L-glutamic acid (3-HydroxyL-glutarate) OC(CC(=O)O)CC(=O)O.OC([C@H](N)C(=O)O)CC(=O)O